NC(C)(CCCCC(C)(C)N)C 2,7-diamino-2,7-dimethyloctane